N1C=NC2=C1C=CC=C2C#N 1H-benzo[d]imidazole-4-carbonitrile